C(C)(C)(C)OC(=O)N1C[C@@H](N(CC1)C=1C2=C(N(C(N1)=O)C=1C(=NC=CC1C)C(C)C)N=C(C(=C2)Cl)Cl)C (S)-4-(6,7-dichloro-1-(2-isopropyl-4-methylpyridin-3-yl)-2-oxo-1,2-dihydropyrido(2,3-d)pyrimidin-4-yl)3-methylpiperazine-1-carboxylic acid tert-butyl ester